N=1N(N=C2C1C=CC=C2)C=2C(=CC1=C(OCO1)C2)O 6-(2H-benzotriazol-2-yl)benzo[1,3]dioxol-5-ol